C1(=CC=CC=C1)C1(OCCO1)C1=C(C=CC=C1)C(C)(C)O 2-[2-(2-phenyl-1,3-dioxolane-2-yl)phenyl]-2-propanol